heptadecan-9-yl 8-oxooctanoate O=CCCCCCCC(=O)OC(CCCCCCCC)CCCCCCCC